C(C)(C)(C)OC(=O)N[C@H](C)C=1C=C(OCCCCCCOCCOCC(=O)OCC)C=CC1 (R)-ethyl 2-(2-(6-(3-(1-(tert-butoxycarbonylamino)ethyl)phenoxy)hexyloxy) ethoxy)acetate